C(#N)C(C)(C)C=1C=C(C(=O)NC2=CC(=C(C=C2)C)CCC2=NNC(=C2)NC2=NC=CN=C2)C=CN1 2-(2-cyanoprop-2-yl)-N-(4-methyl-3-(2-(5-(pyrazin-2-ylamino)-1H-pyrazol-3-yl)ethyl)phenyl)isonicotinamide